4-((S)-1-cyclopropylpropylamino)-2-((1r,4S)-4-methoxycyclohexylamino)pyrimidine-5-carboxamide C1(CC1)[C@H](CC)NC1=NC(=NC=C1C(=O)N)NC1CCC(CC1)OC